FC1=C(C=CC=C1NS(=O)(=O)C1=C(C=C(C=C1)F)I)B(O)O (2-fluoro-3-{[(4-fluoro-2-iodophenyl)sulfonyl]amino}phenyl)boronic acid